C(C)(C)(C)OC(=O)N1CC2CC(CC(C1)N2C2=NC=1CCN(CC1C=C2)C(CC2CCCC2)=O)O[Si](C)(C)C(C)(C)C 7-((tert-butyldimethylsilyl)oxy)-9-(6-(2-cyclopentylacetyl)-5,6,7,8-tetrahydro-1,6-naphthyridin-2-yl)-3,9-diazabicyclo[3.3.1]nonane-3-carboxylic acid tert-butyl ester